NC=1C=NC=CC1OCCNC(OC(C)(C)C)=O tert-butyl (2-((3-aminopyridin-4-yl)oxy)ethyl)carbamate